FC(C1=CC(=C(C(=N1)SCC1=C(C=CC(=C1)\C=C\C(=O)C1=C(C=C(C=C1)O)O)OC)C#N)C)F 6-(Difluoromethyl)-2-[[5-[(E)-3-(2,4-dihydroxyphenyl)-3-oxoprop-1-enyl]-2-methoxyphenyl]methylsulfanyl]-4-methylpyridine-3-carbonitrile